(tert-butyl)-5,6-dihydropyrrolo[3,4-c]pyrazol-4(2H)-one C(C)(C)(C)N1N=C2C(=C1)C(NC2)=O